2-(4,4,5,5-tetramethyl-1,3,2-dioxaborolan-2-yl)-9,9-dioctylfluorene CC1(OB(OC1(C)C)C1=CC=2C(C3=CC=CC=C3C2C=C1)(CCCCCCCC)CCCCCCCC)C